N-(4-fluoro-5-(((2S,4R)-2-methyl-4-((4-morpholinopyridin-2-yl)oxy)pyrrolidin-1-yl)methyl)thiazol-2-yl)acetamide FC=1N=C(SC1CN1[C@H](C[C@H](C1)OC1=NC=CC(=C1)N1CCOCC1)C)NC(C)=O